CN1N=CC=2C(=CC=CC12)C(=O)N[C@@H](CCOCCCCC1=NC=2NCCCC2C=C1)C(=O)O N-(1-methyl-1H-indazole-4-carbonyl)-O-(4-(5,6,7,8-tetrahydro-1,8-naphthyridin-2-yl)butyl)homoserine